FC(C1=C(C=CC(=C1)OC1=CC=C(C=C1)Cl)C(C(=O)OC)(CN1N=CN=C1)O)(F)F methyl 2-[2-(trifluoromethyl)-4-(4-chlorophenoxy)phenyl]-2-hydroxy-3-(1H-1,2,4-triazol-1-yl)propanoate